3-Phenyl-2-(trifluoromethyl)-6,7-dihydro-5H-cyclopenta[b]pyridin-4-amine C1(=CC=CC=C1)C=1C(=C2C(=NC1C(F)(F)F)CCC2)N